2H-Pyran-2,4,6(3H,5H)-trion O1C(CC(CC1=O)=O)=O